FC=1C=C2C=3C(=CN(C2=CC1N1CCNCC1)CC)C1=CC=CC=C1N3 2-fluoro-3-piperazin-1-yl-5-ethyl-5H-indolo[3,2-c]quinoline